2-[(3-aminopropyl){6-[(1,3-benzothiazol-2-yl)amino]-5-methylpyridazin-3-yl}amino]-5-(3-{2-fluoro-4-[3-(methylamino)prop-1-yn-1-yl]phenoxy}propyl)-1,3-thiazole-4-carboxylic acid NCCCN(C=1SC(=C(N1)C(=O)O)CCCOC1=C(C=C(C=C1)C#CCNC)F)C=1N=NC(=C(C1)C)NC=1SC2=C(N1)C=CC=C2